tert-butyl 4-(7-{8-cyano-2-methylimidazo[1,2-a]pyridin-6-yl}-5-fluoro-4-oxoquinazolin-3-yl)piperidine-1-carboxylate C(#N)C=1C=2N(C=C(C1)C1=CC(=C3C(N(C=NC3=C1)C1CCN(CC1)C(=O)OC(C)(C)C)=O)F)C=C(N2)C